(5-bromo-1-cyclobutyl-1H-indazol-3-yl)-methanol BrC=1C=C2C(=NN(C2=CC1)C1CCC1)CO